N-(1-(bicyclo[3.1.0]hexan-3-yl)-7-fluoroindolin-5-yl)-2-(3-ethyl-3-methoxyazetidin-1-yl)-5-(2,2,2-trifluoroethyl)oxazole-4-carboxamide C12CC(CC2C1)N1CCC2=CC(=CC(=C12)F)NC(=O)C=1N=C(OC1CC(F)(F)F)N1CC(C1)(OC)CC